N-[(1S)-1-(dicyclopropylmethyl)-2-[[4-(difluoromethyl)-5-(3,5-dimethyl-1H-pyrazol-4-yl)-2-pyridyl]amino]-2-oxo-ethyl]-2-isopropyl-pyrazole-3-carboxamide C1(CC1)C([C@@H](C(=O)NC1=NC=C(C(=C1)C(F)F)C=1C(=NNC1C)C)NC(=O)C=1N(N=CC1)C(C)C)C1CC1